5-hydroxymethyl-2-(N-methyl-N-cyclohexylcarbamoyl)pyridine OCC=1C=CC(=NC1)C(N(C1CCCCC1)C)=O